COC[C@H](C(N1C(C(N(C(C1([2H])[2H])([2H])[2H])C1=CC(=C(C=C1)[2H])C(F)(F)F)([2H])[2H])([2H])[2H])=O)NC(C([2H])([2H])[2H])=O (R,S)-N-(3-methoxy-1-oxo-1-(4-(3-(trifluoromethyl)phenyl-4-d)piperazin-1-yl-2,2,3,3,5,5,6,6-d8)propan-2-yl)acetamide-2,2,2-d3